4-(2-hydroxypropan-2-yl)-2-methoxy-N-((5-(thiophen-2-yl)-1,3,4-oxadiazol-2-yl)methyl)benzamide methyl-4-methyl-4-(1-methylpyrazol-4-yl)-1,3-dihydroisoquinoline-2-carboxylate COC(=O)N1CC2=CC=CC=C2C(C1)(C=1C=NN(C1)C)C.OC(C)(C)C1=CC(=C(C(=O)NCC=2OC(=NN2)C=2SC=CC2)C=C1)OC